disodium 5,5'-[(2-hydroxytrimethylene)dioxy]bis-[4-oxo-4H-1-benzopyran-2-carboxylate] OC(COC1=CC=CC2=C1C(C=C(O2)C(=O)[O-])=O)COC2=CC=CC1=C2C(C=C(O1)C(=O)[O-])=O.[Na+].[Na+]